CC1=NOC(=C1C=1C=CC=NC1)C 5-(3,5-dimethylisoxazol-4-yl)pyridin